1,2-Dideuteropropanesultone [2H]C1C(COS1(=O)=O)[2H]